6-(4-{4-[4-(propan-2-yl)phenoxy]benzoyl}piperazin-1-yl)pyridazin-3-amine CC(C)C1=CC=C(OC2=CC=C(C(=O)N3CCN(CC3)C3=CC=C(N=N3)N)C=C2)C=C1